BrC=1C=C(C=2N(C1NC1=C(C(=CC=C1C)OC)C)N=CN2)Cl 6-bromo-8-chloro-N-(3-methoxy-2,6-dimethylphenyl)-[1,2,4]triazolo[1,5-a]pyridin-5-amine